5-[(4R,10bS)-8-bromo-4-methyl-3,4,6,10b-tetrahydro-1H-pyrazino[2,1-a]isoindol-2-yl]-2-deutero-quinoline-8-carbonitrile BrC=1C=C2CN3[C@@H](C2=CC1)CN(C[C@H]3C)C3=C1C=CC(=NC1=C(C=C3)C#N)[2H]